Cl.NCC1C(NCC1)=O 3-aminomethylpyrrolidin-2-one hydrochloride